CC(CC(C)C(C(=O)O)CCC(CC(C)(C)C)C)(C)C 2-(4,4-dimethyl-2-pentyl)-5,7,7-trimethyl-n-octanoic acid